3-[(2-dimethylaminophenoxymethylthio)methyl]-1H-1,2,4-triazol-5(4H)-one CN(C1=C(OCSCC2=NNC(N2)=O)C=CC=C1)C